N-((6-(4-fluorophenyl)-4-(pyrrolidin-1-yl)pyridin-3-yl)methyl)propionamide FC1=CC=C(C=C1)C1=CC(=C(C=N1)CNC(CC)=O)N1CCCC1